tert-butyl-[[(1R,5S)-6-(3-iodo-1H-pyrazol-5-yl)-3-bicyclo[3.1.0]hexanyl]oxy]-diphenyl-silane C(C)(C)(C)[Si](C1=CC=CC=C1)(C1=CC=CC=C1)OC1C[C@H]2C([C@H]2C1)C1=CC(=NN1)I